1-ribosyl-imidazolecarboxamide C1([C@H](O)[C@H](O)[C@H](O1)CO)N1C(=NC=C1)C(=O)N